1,3,4,5-Tetrahydrobenzo[cd]-indole N1C=C2C=3C(=CC=CC13)CCC2